ClC=1N=C(C2=C(N1)CCC2)C(=O)OC methyl 2-chloro-5H,6H,7H-cyclopenta[d]pyrimidine-4-carboxylate